N[C@@H](C=1N=C(SC1C)CO)C1(CCCC1)C (R)-(4-(amino(1-methylcyclopentyl)methyl)-5-methylthiazol-2-yl)methanol